FC(C[C@H](C)NC(OC1CC(CC1)C=1C=NC(=C(C1)Cl)NC1=CC=C(C=C1)S(N)(=O)=O)=O)(F)F 3-(5-chloro-6-((4-sulfamoylphenyl)amino)pyridin-3-yl)cyclopentyl ((S)-4,4,4-trifluorobutan-2-yl)carbamate